dimethyl (1-diazo-2-oxopropyl) phosphate P(=O)(OC)(OC)OC(C(C)=O)=[N+]=[N-]